N1=C(N=CC=C1)C1=NC=CN=C1 PYRIMIDYL-PYRAZIN